COC1=NSC(=N1)NC(N)=O 3-(3-methoxy-1,2,4-thiadiazol-5-yl)urea